(2S)-tert-butyl 4-(3-([1,1'-biphenyl]-4-yl)-N-(tert-butoxycarbonyl)-4,4,4-trifluorobutylsulfonimidoyl)-2-((tert-butoxycarbonyl)amino)butanoate C1(=CC=C(C=C1)C(CCS(=O)(=NC(=O)OC(C)(C)C)CC[C@@H](C(=O)OC(C)(C)C)NC(=O)OC(C)(C)C)C(F)(F)F)C1=CC=CC=C1